tert-Butyl 3-[7-[2-(tert-butoxycarbonylamino)-3-cyano-7-fluoro-benzothiophen-4-yl]-6-chloro-8-fluoro-quinazolin-4-yl]azetidine-1-carboxylate C(C)(C)(C)OC(=O)NC=1SC2=C(C1C#N)C(=CC=C2F)C2=C(C=C1C(=NC=NC1=C2F)C2CN(C2)C(=O)OC(C)(C)C)Cl